N-(quinoxalin-6-ylmethyl)-4-(2-(trifluoromethyl)piperazin-1-yl)pyridin-3-amine N1=CC=NC2=CC(=CC=C12)CNC=1C=NC=CC1N1C(CNCC1)C(F)(F)F